(1-azaspiro[4.4]nonan-6-yl)methanol N1CCCC12C(CCC2)CO